ClC=1C=2N(C(NN1)=S)C=CC2 1-chloro-3H-pyrrolo[1,2-d][1,2,4]triazine-4-thione